isopropyl (S)-6-diazo-2-(2-(isopropylsulfonyl) acetamido)-5-oxohexanoate [N+](=[N-])=CC(CC[C@@H](C(=O)OC(C)C)NC(CS(=O)(=O)C(C)C)=O)=O